6-(6-hydroxyimidazo[1,2-a]pyridine-3-carbonyl)-N-[3-(trifluoromethyl)phenyl]-5,7-dihydro-4H-thieno[2,3-c]pyridine-3-carboxamide OC=1C=CC=2N(C1)C(=CN2)C(=O)N2CC1=C(CC2)C(=CS1)C(=O)NC1=CC(=CC=C1)C(F)(F)F